(1S,3S)-3-((2-(5-((tert-butoxycarbonyl)amino)-1-methyl-1H-pyrazol-4-yl)-4-methylpyridin-5-yl)oxy)cyclohexane-1-carboxylic acid isopropyl ester C(C)(C)OC(=O)[C@@H]1C[C@H](CCC1)OC=1C(=CC(=NC1)C=1C=NN(C1NC(=O)OC(C)(C)C)C)C